FC1=CC=C(C=C1)S(=O)(=O)NCC=1N=CN(C1)C1=CC=C(C=C1)C1=NOC(=N1)C(F)(F)F 4-fluoro-N-((1-(4-(5-(trifluoromethyl)-1,2,4-oxadiazol-3-yl)phenyl)-1H-imidazol-4-yl)methyl)benzenesulfonamide